C(C1=CC=CC=C1)N1C(C(CC1)N1C(C2=CC(=CC=C2C1)C1=NC(=NC=C1Cl)NC1CCOCC1)=O)=O 2-(1-benzyl-2-oxopyrrolidin-3-yl)-6-{5-chloro-2-[(oxan-4-yl)amino]pyrimidin-4-yl}-2,3-dihydro-1H-isoindol-1-one